1,1-bis(4-chlorophenyl)ethanol ClC1=CC=C(C=C1)C(C)(O)C1=CC=C(C=C1)Cl